3,5-diiodo-4-hydroxybenzoic acid IC=1C=C(C(=O)O)C=C(C1O)I